FC=1C=CC(=NC1)C=1C=C2C(=NC=NC2=C(C1)OC)O 6-(5-Fluoropyridin-2-yl)-8-methoxyquinazolin-4-ol